B(CCCCCCCCCCC)(O)O N-UNDECANEBORONIC ACID